oxalic acid monocyclohexyl ester C1(CCCCC1)OC(C(=O)O)=O